methyl 2-((tert-butoxycarbonyl)(3-(3,6-dichloro-5-methylpyridazin-4-yl)propyl)amino)-5-(3-((tert-butyldimethylsilyl)oxy)propyl)thiazole-4-carboxylate C(C)(C)(C)OC(=O)N(C=1SC(=C(N1)C(=O)OC)CCCO[Si](C)(C)C(C)(C)C)CCCC1=C(N=NC(=C1C)Cl)Cl